NC1CCN(CC1)C1=CN=C(C(=N1)C1=CC(=C(C#N)C=C1)F)C1=CC2=C(N(C=N2)C(C)C)C=C1F 4-[6-(4-aminopiperidin-1-yl)-3-(6-fluoro-1-propan-2-ylbenzimidazol-5-yl)pyrazin-2-yl]-2-fluorobenzonitrile